tert-butyl (S)-(1-((4-(3-(dimethylamino)pyridin-4-yl)phenyl)amino)-1-oxo-3,3-diphenylpropan-2-yl)carbamate CN(C=1C=NC=CC1C1=CC=C(C=C1)NC([C@H](C(C1=CC=CC=C1)C1=CC=CC=C1)NC(OC(C)(C)C)=O)=O)C